5-Chloro-1-(2,6-dimethoxyphenyl)-2-(6-ethoxypyridin-2-yl)-1H-imidazo[4,5-b]pyrazin-6-yl-4-(difluoromethyl)benzenesulfonamide ClC=1N=C2C(=NC1C1=C(C=CC(=C1)C(F)F)S(=O)(=O)N)N(C(=N2)C2=NC(=CC=C2)OCC)C2=C(C=CC=C2OC)OC